1-(methyl)cyclobutylamine hydrochloride Cl.CC1(CCC1)N